2-methylthioadenosine 5'-monophosphate triethylammonium salt C(C)[NH+](CC)CC.P(=O)([O-])([O-])OC[C@@H]1[C@H]([C@H]([C@@H](O1)N1C=NC=2C(N)=NC(=NC12)C)S)O.C(C)[NH+](CC)CC